ethyl 4-(3-methoxyphenyl)-2-(2,2,2-trifluoroethyl)but-2-enoate COC=1C=C(C=CC1)CC=C(C(=O)OCC)CC(F)(F)F